Cis-tert-butyl (3R,4aS,9bS)-3-methyl-7-(trifluoromethyl)-3,4,4a,9b-tetrahydrobenzofuro[3,2-b]pyridine-1(2H)-carboxylate C[C@@H]1C[C@H]2[C@@H](N(C1)C(=O)OC(C)(C)C)C1=C(O2)C=C(C=C1)C(F)(F)F